1,2-Bis(phenoxy)ethane O(C1=CC=CC=C1)CCOC1=CC=CC=C1